C([O-])(O)=O.C(O)(O)=O.[K+] potassium carbonate (carbonate)